2-amino-4-((2-(1-isopropyl-1H-pyrazol-5-yl)pyridin-3-yl)methoxy)nicotinaldehyde NC1=C(C=O)C(=CC=N1)OCC=1C(=NC=CC1)C1=CC=NN1C(C)C